O1C(OCC1)C1=C(OCC=2C=C(N(N2)C)C(=O)O)C=CC=C1OCC1=CC=C(C=C1)OC 5-[2-(1,3-dioxolan-2-yl)-3-[(4-methoxyphenyl)methoxy]phenoxymethyl]-2-methylpyrazole-3-carboxylic acid